ClC=1N=C2SC=C(N2C1C=O)C 6-CHLORO-3-METHYL-IMIDAZO[2,1-B]THIAZOLE-5-CARBOXALDEHYDE